C1CS1 ethylene-sulfide